1-((tert-butyldimethylsilyl)oxy)pentadecan-3-yl (4-nitrophenyl) carbonate C(OC(CCO[Si](C)(C)C(C)(C)C)CCCCCCCCCCCC)(OC1=CC=C(C=C1)[N+](=O)[O-])=O